C(C1=CC=CC=C1)OC(=O)N[C@@H]1C(CN(CC1)C(=O)OC(C)(C)C)(F)F Tert-butyl (S)-4-(((benzyloxy)carbonyl)amino)-3,3-difluoropiperidine-1-carboxylate